hydroxy-2,3,4,5,4',5',6'-heptamethoxychalcone OC1=C(C(=C(C(=C1\C=C\C(=O)C1=CC=C(C(=C1OC)OC)OC)OC)OC)OC)OC